3-(4-methyl-4H-1,2,4-triazol-3-yl)azetidin CN1C(=NN=C1)C1CNC1